C1(=CC(=CC=C1)OCC(=O)Cl)C 2-(m-tolyloxy)acetyl chloride